C(C)(=O)NC1=C(C(=O)O)C=CC(=C1)C1N(CCN(C1)CC(F)F)CC1=C2C=CNC2=C(C=C1OC)C 2-Acetamido-4-(4-(2,2-difluoroethyl)-1-((5-methoxy-7-methyl-1H-indol-4-yl)methyl)piperazin-2-yl)benzoic acid